5-bromo-3-methyl-6-oxo-1,6-dihydropyrazine-2-carboxylic acid methyl ester COC(=O)C=1NC(C(=NC1C)Br)=O